CC(C#C)(C)NC(=O)C1=NC=CC(=C1)NC(CC1=C(C=CC=C1)F)=O N-(1,1-dimethylprop-2-ynyl)-4-[[2-(2-fluorophenyl)acetyl]amino]pyridine-2-carboxamide